C1=C(C=CC2=CC=CC=C12)C(=O)N[C@@H](C(=O)N1[C@@H](CCC1)C(=O)NC(C(C(=O)NCCOC)=O)C(C)C)CC1CCCCC1 (2S)-1-((R)-2-(2-naphthamido)-3-cyclohexylpropanoyl)-N-(1-((2-methoxyethyl)amino)-4-methyl-1,2-dioxopentan-3-yl)pyrrolidine-2-carboxamide